N1(CCC1)CCNC1CCC=2C=C(C(=C(C2C1)F)N1CC(NS1(=O)=O)=O)O 5-(7-{[2-(azetidin-1-yl)ethyl]amino}-1-fluoro-3-hydroxy-5,6,7,8-tetrahydronaphthalen-2-yl)-1λ6,2,5-thiadiazolidine-1,1,3-trione